NC1=C(C(=O)OC)C=C(C=C1C)Cl methyl 2-amino-5-chloro-3-methylbenzoate